3-((4-(7-(2-methyl-[1,1'-biphenyl]-3-yl)imidazo[1,2-a]pyridin-3-yl)benzyl)amino)propan-1-ol CC1=C(C=CC=C1C1=CC=2N(C=C1)C(=CN2)C2=CC=C(CNCCCO)C=C2)C2=CC=CC=C2